1-(azetidin-1-yl)-2-[4-[8-chloro-7-[(2-methyl-3H-benzimidazol-5-yl)oxy]quinoxalin-2-yl]pyrazol-1-yl]ethanone N1(CCC1)C(CN1N=CC(=C1)C1=NC2=C(C(=CC=C2N=C1)OC1=CC2=C(N=C(N2)C)C=C1)Cl)=O